2,7-diethynyl-9,9-dioctylfluorene C(#C)C1=CC=2C(C3=CC(=CC=C3C2C=C1)C#C)(CCCCCCCC)CCCCCCCC